(3-(2-chloro-5-((1R,3R)-2,2-dichloro-3-(3,4-dichlorophenyl)cyclopropane-1-carboxamido)-3-fluorobenzamido)-2,4-difluorophenyl)carbamic acid tert-butyl ester C(C)(C)(C)OC(NC1=C(C(=C(C=C1)F)NC(C1=C(C(=CC(=C1)NC(=O)[C@@H]1C([C@H]1C1=CC(=C(C=C1)Cl)Cl)(Cl)Cl)F)Cl)=O)F)=O